COC1=C(C=CC(=N1)C1=CC(CC1)N1CCN(CC1)C=1C=CC(=NC1)C(=O)NC)C(F)(F)F 5-(4-(3-(6-methoxy-5-(trifluoromethyl)pyridin-2-yl)cyclopent-2-en-1-yl)piperazin-1-yl)-N-methylpicolinamide